OC1=C(C(=CC(=C1C(C)NC(N(C)C)=O)CCCCC)O)C1C(CCC(=C1)C)C(=C)C 3-(1-(2,6-dihydroxy-5'-methyl-4-pentyl-2'-(prop-1-en-2-yl)-1',2',3',4'-tetrahydro-[1,1'-biphenyl]-3-yl)ethyl)-1,1-dimethylurea